COC=1C=C(C=CC1OC)C(C)C1=NC(=NC2=CC=CC=C12)C 4-[1-(3,4-Dimethoxy-phenyl)-ethyl]-2-methyl-quinazoline